sodium 2-(5-(hydroxymethyl)pyrazin-2-yl)-2-methylpropanoate OCC=1N=CC(=NC1)C(C(=O)[O-])(C)C.[Na+]